CC(CCCCC)N1C(=O)C2C3C=CC(C2C1=O)C3 N-(1-methylhexyl)-bicyclo[2.2.1]Hept-5-ene-2,3-dicarboximide